(S)-4-(2,4-difluorophenoxy)-N-(7-(3,3-dimethylbut-1-yn-1-yl)-5-methyl-4-oxo-2,3,4,5-tetrahydrobenzo[b][1,4]oxazepin-3-yl)pyridineamide FC1=C(OC2=CC(=NC=C2)C(=O)N[C@@H]2C(N(C3=C(OC2)C=CC(=C3)C#CC(C)(C)C)C)=O)C=CC(=C1)F